4-(1-(4-((4-cyanophenyl)amino)-1-(4-(trifluoromethyl)benzyl)-1H-indole-7-carboxamido)cyclopropyl)benzoic acid C(#N)C1=CC=C(C=C1)NC1=C2C=CN(C2=C(C=C1)C(=O)NC1(CC1)C1=CC=C(C(=O)O)C=C1)CC1=CC=C(C=C1)C(F)(F)F